OC=1C=C(C=CC1OC)C1OC(C2=C(O1)C=CC=C2)=O 2-(3-hydroxy-4-methoxyphenyl)-1,3-benzodioxan-4-one